C(C)N(C[C@H](CC(C(C)C)=O)O)C (S)-6-(ethyl-(methyl)amino)-5-hydroxy-2-methylhexan-3-one